FC1C(C1)C(=O)NC=1N=CC2=CC(=NC=C2C1)C=1C=NC(=CC1C)[C@H](CCC)O 2-fluoro-N-(7-(6-((S)-1-hydroxybutyl)-4-methylpyridin-3-yl)-2,6-naphthyridin-3-yl)cyclopropane-1-carboxamide